N1CC(CC1)N1C(C2=CC=CC=C2CC1)=O 2-(pyrrolidin-3-yl)-3,4-dihydroisoquinolin-1-one